(2S)-3-(8-acetyl-2-oxo-1,8-diazaspiro[4.5]dec-3-yl)-2-((S)-2-amino-3-cyclohexylpropionylamino)propionic acid methyl ester hydrochloride Cl.COC([C@H](CC1C(NC2(C1)CCN(CC2)C(C)=O)=O)NC([C@H](CC2CCCCC2)N)=O)=O